C(CCC\C=C/CC)OC(CCC(=O)OCCCCCCCN(CCCCCCCOC(CCC(OCCCC\C=C/CC)OCCCC\C=C/CC)=O)CCCBr)OCCCC\C=C/CC ((3-bromopropyl)azanediyl)bis(heptane-7,1-diyl) bis(4,4-bis(((Z)-oct-5-en-1-yl)oxy)butanoate)